N[C@@H](CC(O)=O)C(=O)NCC(=O)O L-α-aspartylglycine